(2,6-Dichloropyridin-4-yl)methyl (S)-2-amino-3-(6-oxo-1,6-dihydropyridin-3-yl)propanoate hydrochloride Cl.N[C@H](C(=O)OCC1=CC(=NC(=C1)Cl)Cl)CC1=CNC(C=C1)=O